The molecule is an oligonucleotide comprising twenty deoxythymidylic acid residues linked 5'->3'. It contains a thymidine 5'-monophosphate residue, a dTMP 5'-end residue and a dTMP 3'-end residue. CC1=CN(C(=O)NC1=O)[C@H]2C[C@@H]([C@H](O2)COP(=O)(O)O[C@H]3C[C@@H](O[C@@H]3COP(=O)(O)O[C@H]4C[C@@H](O[C@@H]4COP(=O)(O)O[C@H]5C[C@@H](O[C@@H]5COP(=O)(O)O[C@H]6C[C@@H](O[C@@H]6COP(=O)(O)O[C@H]7C[C@@H](O[C@@H]7COP(=O)(O)O[C@H]8C[C@@H](O[C@@H]8COP(=O)(O)O[C@H]9C[C@@H](O[C@@H]9COP(=O)(O)O[C@H]1C[C@@H](O[C@@H]1COP(=O)(O)O[C@H]1C[C@@H](O[C@@H]1COP(=O)(O)O[C@H]1C[C@@H](O[C@@H]1COP(=O)(O)O[C@H]1C[C@@H](O[C@@H]1COP(=O)(O)O[C@H]1C[C@@H](O[C@@H]1COP(=O)(O)O[C@H]1C[C@@H](O[C@@H]1COP(=O)(O)O[C@H]1C[C@@H](O[C@@H]1COP(=O)(O)O[C@H]1C[C@@H](O[C@@H]1COP(=O)(O)O[C@H]1C[C@@H](O[C@@H]1COP(=O)(O)O[C@H]1C[C@@H](O[C@@H]1COP(=O)(O)O[C@H]1C[C@@H](O[C@@H]1COP(=O)(O)O[C@H]1C[C@@H](O[C@@H]1COP(=O)(O)O)N1C=C(C(=O)NC1=O)C)N1C=C(C(=O)NC1=O)C)N1C=C(C(=O)NC1=O)C)N1C=C(C(=O)NC1=O)C)N1C=C(C(=O)NC1=O)C)N1C=C(C(=O)NC1=O)C)N1C=C(C(=O)NC1=O)C)N1C=C(C(=O)NC1=O)C)N1C=C(C(=O)NC1=O)C)N1C=C(C(=O)NC1=O)C)N1C=C(C(=O)NC1=O)C)N1C=C(C(=O)NC1=O)C)N1C=C(C(=O)NC1=O)C)N1C=C(C(=O)NC1=O)C)N1C=C(C(=O)NC1=O)C)N1C=C(C(=O)NC1=O)C)N1C=C(C(=O)NC1=O)C)N1C=C(C(=O)NC1=O)C)N1C=C(C(=O)NC1=O)C)O